3-[(2R)-2-(3-nitrophenyl)propyl]-4-(trifluoromethyl)-1H-pyrazole [N+](=O)([O-])C=1C=C(C=CC1)[C@@H](CC1=NNC=C1C(F)(F)F)C